(S)-N-ethyl-N-(1-(4-fluorophenyl)ethyl)-1,2,3,4-tetrahydroisoquinoline-6-sulfonamide C(C)N(S(=O)(=O)C=1C=C2CCNCC2=CC1)[C@@H](C)C1=CC=C(C=C1)F